((4-methyl-1-oxo-1,2-dihydroisoquinolin-5-yl)sulfonyl)indoline-6-carbonitrile CC1=CNC(C2=CC=CC(=C12)S(=O)(=O)N1CCC2=CC=C(C=C12)C#N)=O